2-(3-chloro-5-nitrothiophen-2-yl)-2H-1,2,3-triazole ClC1=C(SC(=C1)[N+](=O)[O-])N1N=CC=N1